CC(C(C)O)CCCC(CCCCCC)C 3,7-dimethyltridecane-2-ol